2,6-dibromo-1,4-phenylene ether BrC1=C2C(=CC(=C1)O2)Br